CN(C=1C=C(C=CC1)C1=CC(=CC=C1)C=O)C 3'-(dimethylamino)-[1,1'-biphenyl]-3-carbaldehyde